N-(6-((8''-methyl-1'',5''-dioxo-1'',5''-dihydro-2''H-dispiro[cyclopropane-1,1'-cyclohexane-3',3''-imidazo[1,5-a]pyridin]-6''-yl)amino)pyrimidin-4-yl)cyclopropanecarboxamide CC1=C2N(C(C(=C1)NC1=CC(=NC=N1)NC(=O)C1CC1)=O)C1(NC2=O)CC2(CCC1)CC2